ClC1=NN2C(C(=N1)N1CC3(CC3)C[C@H]1CO)=CC=C2 (S)-(5-(2-chloropyrrolo[2,1-f][1,2,4]triazin-4-yl)-5-azaspiro[2.4]hept-6-yl)methanol